C(C\C=C/CCCCCC)(=O)OCCCN(CCCCCCCCCCCCCC)CC(=O)N1CCN(CC1)C(CN(CCCCCCCCC)CCN(CCCCCCCCC)CCCCCCCCC)=O 3-((2-(4-(N-(2-(Dinonylamino)ethyl)-N-nonylglycyl)piperazin-1-yl)-2-oxoethyl)(tetradecyl)amino)propyl (Z)-dec-3-enoate